C/C(=C/CO)/CCC[C@@H](CCC[C@@H](CCCC(C)C)C)C (Z,7R,11R)-3,7,11,15-tetramethylhexadec-2-en-1-ol